ClC=1C=CC=2C3=C(C(N(C2C1)C1=CC=CC=C1)=O)N=C(N3C)C(CN(C)C)O 7-chloro-2-(2-(dimethylamino)-1-hydroxyethyl)-1-methyl-5-phenyl-1,5-dihydro-4H-imidazo[4,5-c]quinolin-4-one